C(C1=CC=CC=C1)NCC1=C2C=3C(=C4C(=NC3C=C1F)C1=CC3=C(C(N1C4)=O)COC(C3(O)CC)=O)CCC2 4-((benzylamino)methyl)-9-ethyl-5-fluoro-9-hydroxy-1,2,3,9,12,15-hexahydro-10H,13H-benzo[de]pyrano[3',4':6,7]indolizino[1,2-b]quinoline-10,13-dione